[N+](=O)([O-])C1=C(C=CC(=C1)B1OC(C(O1)(C)C)(C)C)NC(OC(C)(C)C)=O tert-butyl N-[2-nitro-4-(4,4,5,5-tetramethyl-1,3,2-dioxaborolan-2-yl)phenyl]carbamate